C1OC2=C(C=CC=C2O1)C1C(NC(N1)=O)=O (Z)-5-(2,3-Methylenedioxyphenyl)-imidazolidine-2,4-dione